N2-[2-(5-isopropoxy-1H-indol-3-yl)ethyl]-N4-(2-methyl-1H-indol-5-yl)pyrimidine-2,4-diamine C(C)(C)OC=1C=C2C(=CNC2=CC1)CCNC1=NC=CC(=N1)NC=1C=C2C=C(NC2=CC1)C